FC1OC[C@@]2(CCN3CCCOC4CCCCC4C4CCC(OCC23)CC4)NC1 |o1:4| rel-(1s,3S,16R,19s)-6-fluoro-8',18'-dioxa-12'-azaspiro[morpholine-3,15'-tetracyclo[17.2.2.02,7.012,16]tricosane]